N-Ethyl-6,7-dihydroxy-N-[4-[Methyl(pentanoyl)amino]butyl]-5-nitro-naphthalin-2-carboxamid C(C)N(C(=O)C1=CC2=CC(=C(C(=C2C=C1)[N+](=O)[O-])O)O)CCCCN(C(CCCC)=O)C